C1CC1NC2=NC(=NC(=N2)N)N n-cyclopropyl-1,3,5-triazine-2,4,6-triamine